(R)-2-amino-3-cyclopropylpropionic acid N[C@@H](C(=O)O)CC1CC1